disodium hydroxyethyl ethylenediamine diacetate C(C)(=O)[O-].C(C)(=O)[O-].OCCNCCN.[Na+].[Na+]